4-amino-N-[[4-[(1R,2R)-2-[1-(difluoromethyl)pyrazol-3-yl]cyclopropyl]-2-fluoro-phenyl]methyl]-7-fluoro-N-methyl-imidazo[1,5-a]quinoxaline-8-carboxamide NC=1C=2N(C3=CC(=C(C=C3N1)F)C(=O)N(C)CC1=C(C=C(C=C1)[C@H]1[C@@H](C1)C1=NN(C=C1)C(F)F)F)C=NC2